3-ethenyl-7-oxabicyclo[4.1.0]heptane C(=C)C1CC2OC2CC1